5-methoxy-benzyl alcohol COC=1C=CC=C(CO)C1